(R)-(6-bromoquinolin-4-yl)(2-(hydroxymethyl)pyrrolidin-1-yl)methanone BrC=1C=C2C(=CC=NC2=CC1)C(=O)N1[C@H](CCC1)CO